N-[4-(1-naphthyl)phenyl]-[1,1'-biphenyl]-4-amine C1(=CC=CC2=CC=CC=C12)C1=CC=C(C=C1)NC1=CC=C(C=C1)C1=CC=CC=C1